N-[(1S)-1-cyano-2-[(3S)-2-oxopyrrolidin-3-yl]ethyl]-7-[(2S)-3,3-dimethyl-2-[(2,2,2-trifluoroacetyl)amino]butanoyl]-7-azadispiro[3.0.45.14]decane-8-carboxamide C(#N)[C@H](C[C@H]1C(NCC1)=O)NC(=O)C1N(CC2(C3(CCC3)C2)C1)C([C@H](C(C)(C)C)NC(C(F)(F)F)=O)=O